tert-butyl (4-((3-chloro-4-fluorophenyl)carbamoyl)-3-(5-oxooctahydropentalen-2-yl)-1H-pyrazol-5-yl)carbamate ClC=1C=C(C=CC1F)NC(=O)C=1C(=NNC1NC(OC(C)(C)C)=O)C1CC2CC(CC2C1)=O